N-(4-((6-(3-cyano-4-fluorophenyl)-2-(1,1-difluoroethyl)pyrimidin-4-yl)amino)-5-methoxypyridin-2-yl)acetamide C(#N)C=1C=C(C=CC1F)C1=CC(=NC(=N1)C(C)(F)F)NC1=CC(=NC=C1OC)NC(C)=O